4-cyclopropyl-6-(3-methoxybenzyl)-N2-methylpyridine-2,4-dicarboxamide C1(CC1)C1(CC(=NC(=C1)CC1=CC(=CC=C1)OC)C(=O)NC)C(=O)N